BrC=1C(=C(C=CC1)NC1=NC=CC2=C1N=C(S2)CNC2CCC(CC2)C(=O)O)Cl (1r,4r)-4-(((4-((3-bromo-2-chlorophenyl)amino)thiazolo[4,5-c]pyridin-2-yl)methyl)amino)cyclohexane-1-carboxylic acid